NC1=C2C(=NC=N1)N(N=C2C(=O)NC2=C(C(=C(C=C2)CC(=O)N(C)C)C)C)[C@H]2CN(CCC2)C(\C=C\CN(C)CCCCCCCCN)=O 4-amino-1-[(3R)-1-[(E)-4-[8-aminooctyl-(methyl)amino]but-2-enoyl]-3-piperidyl]-N-[4-[2-(dimethylamino)-2-oxo-ethyl]-2,3-dimethyl-phenyl]pyrazolo[3,4-d]pyrimidine-3-carboxamide